5-(8-((1R,2R)-2-(5-(trifluoromethyl)pyridin-2-yl)cyclopropyl)imidazo[1,2-b]pyridazin-6-yl)pyrimidine-2,4(1H,3H)-dione FC(C=1C=CC(=NC1)[C@H]1[C@@H](C1)C=1C=2N(N=C(C1)C=1C(NC(NC1)=O)=O)C=CN2)(F)F